Cl.CN1N=C(C=C1S(=O)(=O)C(F)(F)N1CCCCC1)C (((1,3-dimethyl-1H-pyrazol-5-yl)sulfonyl)difluoromethyl)piperidine hydrochloride